2-[3,5-dimethyl-4-[2-(trifluoromethyl)-4-pyridyl]pyrazol-1-yl]-N-(5-pyrimidin-2-yl-2-pyridyl)acetamide CC1=NN(C(=C1C1=CC(=NC=C1)C(F)(F)F)C)CC(=O)NC1=NC=C(C=C1)C1=NC=CC=N1